(R)-N-(1-(3-(N-(6-(7-morpholinothiazolo[5,4-d]pyrimidin-2-yl)pyridin-3-yl)sulfamoyl)benzyl)piperidin-3-yl)acrylamide O1CCN(CC1)C=1C2=C(N=CN1)SC(=N2)C2=CC=C(C=N2)NS(=O)(=O)C=2C=C(CN1C[C@@H](CCC1)NC(C=C)=O)C=CC2